(allyloxy)ethanol C(C=C)OC(C)O